ClC=1C=C2C3=C(NC2=CC1)[C@@H](N(CC3)C3=NC(=CC(=N3)C)C)C=C(C)C (1S)-6-chloro-2-(4,6-dimethylpyrimidin-2-yl)-1-(2-methylprop-1-en-1-yl)-2,3,4,9-tetrahydro-1H-pyrido[3,4-b]indole